CC1=C2C=CCC2=C(C=C1)C 4,7-dimethylindene